N-(benzofuran-2-ylmethyl)-1-(2-chloro-6-fluorobenzyl)-3,4-dimethyl-2-oxo-1,2,3,4-tetrahydro-quinazoline-7-carboxamide O1C(=CC2=C1C=CC=C2)CNC(=O)C2=CC=C1C(N(C(N(C1=C2)CC2=C(C=CC=C2F)Cl)=O)C)C